C(C)(C)(C)OC(=O)N1C[C@H]([C@@H](CC1)NC(=O)OCC1=CC=CC=C1)O |r| rac-(3R,4R)-4-(((benzyloxy)carbonyl)amino)-3-hydroxypiperidine-1-carboxylic acid tert-butyl ester